R-4-propyl-pyrrolidone C(CC)[C@@H]1CC(NC1)=O